FC1=C(C=CC(=C1)F)C1=CC(=NO1)C(=O)N1CC2=CC=CC=C2C(C1)(C=1C=NC=CC1)C [5-(2,4-difluorophenyl)isoxazol-3-yl]-[4-methyl-4-(3-pyridyl)-1,3-dihydroisoquinolin-2-yl]methanone